(2S)-N-[4-(3-cyanophenyl)-5-(2,6-dimethyl-4-pyridyl)thiazol-2-yl]-2-methyl-azetidine-1-carboxamide C(#N)C=1C=C(C=CC1)C=1N=C(SC1C1=CC(=NC(=C1)C)C)NC(=O)N1[C@H](CC1)C